(3R)-3-amino-5-benzyl-7-[2-(5,5-difluoro-1-methyl-3-piperidyl)tetrazol-5-yl]-8-fluoro-1,1-dioxo-2,3-dihydro-1lambda6,5-benzothiazepin-4-one N[C@H]1CS(C2=C(N(C1=O)CC1=CC=CC=C1)C=C(C(=C2)F)C=2N=NN(N2)C2CN(CC(C2)(F)F)C)(=O)=O